2-chloroethane-1-one ClCC=O